Cytidine Triphosphate Diacetate C(C)(=O)O[C@H]1[C@H]([C@@H](O[C@@H]1COC(C)=O)N1C(=O)N=C(N)C=C1)OP(O)(=O)OP(=O)(O)OP(=O)(O)O